C(#C)C1(CC(C=C(C1(O)C=CC(=CC(=O)O)C)C)=O)C 5-[6-ethynyl-1-hydroxy-2,6-dimethyl-4-oxocyclohex-2-en-1-yl]-3-methylpenta-2,4-dienoic acid